C(C1CO1)OC=1C(=CC=CC1)OCC1CO1 phenylene glycol diglycidyl ether